C1(=CC=C(C=C1)C=1OC2=C(N1)C=CC(=C2)C2=CC=CC=C2)C2=CC=CC=C2 2-[1,1'-biphenyl]-4-yl-6-phenyl-benzoxazole